ClC1=NC=2CCCCC2C(=N1)N1[C@@H](CCC1)CO (S)-(1-(2-chloro-5,6,7,8-tetrahydroquinazolin-4-yl)pyrrolidin-2-yl)methanol